(3-(4-(4'-acetamido-3'-fluoro-2-methoxy-[1,1'-biphenyl]-3-yl)pyridin-2-yl)prop-2-yn-1-yl)carbamic acid tert-butyl ester C(C)(C)(C)OC(NCC#CC1=NC=CC(=C1)C=1C(=C(C=CC1)C1=CC(=C(C=C1)NC(C)=O)F)OC)=O